COC1=CC=C(C(=O)SC#C[Si](C(C)C)(C(C)C)C(C)C)C=C1 S-((triisopropylsilyl) ethynyl) 4-methoxythiobenzoate